[1,2-13C2]-octanesulfonate [13CH2]([13CH2]CCCCCC)S(=O)(=O)[O-]